C(CCCCCC)[C@@H]1CC[C@H](CC1)C1=CC=C(C=C1)O 4-(trans-4-heptylcyclohexyl)phenol